NC=1C=CC(=NC1)N1N=C(C(=C1)C1=CN=C(N1C)C(=O)NC1=CC(=C(C=C1)C(=O)N1C2CNCC1C2)Cl)C(F)(F)F 5-[1-(5-amino-2-pyridyl)-3-(trifluoromethyl)pyrazol-4-yl]-N-[3-chloro-4-(3,6-diazabicyclo[3.1.1]heptane-6-carbonyl)phenyl]-1-methylimidazole-2-carboxamide